CCCCCCCCCCCCCCCCOP(=O)(O)OC[C@@H]1[C@H]([C@H]([C@@H](O1)N2C=NC3=C(N=CN=C32)N)O)O The molecule is an adenosine 5'-phosphate that is the monohexadecyl ester of AMP. It has a role as a fungicide and an EC 6.2.1.3 (long-chain-fatty-acid--CoA ligase) inhibitor. It is an adenosine 5'-phosphate and a purine ribonucleoside 5'-monophosphate.